2-([1,1'-biphenyl]-4-ylmethyl)bicyclo[2.2.1]hept-2-ene C1(=CC=C(C=C1)CC=1C2CCC(C1)C2)C2=CC=CC=C2